silver (triethylphosphorus) pivalate C(C(C)(C)C)(=O)[O-].C(C)P(CC)CC.[Ag+]